(2,6-dimethyl-1,4-phenylen)ether CC1=C2C(=CC(=C1)O2)C